rac-(4S,5S)-4-cyclopropyl-7-ethyl-6-oxo-1-propyl-5-(3-(trifluoromethyl)benzamido)-4,5,6,7-tetrahydro-1H-pyrazolo[3,4-b]pyridine-3-carboxylic acid C1(CC1)[C@H]1C2=C(N(C([C@H]1NC(C1=CC(=CC=C1)C(F)(F)F)=O)=O)CC)N(N=C2C(=O)O)CCC |r|